CC1=CCN(C2=CC=CC=C12)CC1=CC=C(C=C1)S(N)(=O)=O 4-methyl-1-(4-sulfamoyl-benzyl)quinoline